C(#N)C1=NC(=NC=C1)C1CN(C1)C(=O)[C@@H]1CC[C@H]2N1C([C@H](CCC2)NC(=O)C2=CC1=C(S2)C=CC(=C1)CP(O)(O)=O)=O ((2-(((3S,6S,9aS)-3-(3-(4-cyanopyrimidin-2-yl)azetidine-1-carbonyl)-5-oxooctahydro-1H-pyrrolo[1,2-a]azepin-6-yl)carbamoyl)benzo[b]thiophen-5-yl)methyl)phosphonic acid